2-(4-bromocinnamoyl)-3,4-dihydroxy-5-isopentenyl-cyclopent-2-enone BrC1=CC=C(C=CC(=O)C=2C(C(C(C2O)O)CCC(=C)C)=O)C=C1